(1-(5-((7R,14S)-1-(difluoromethoxy)-6-methyl-5-oxo-5,6,7,14-tetrahydro-7,14-methanobenzo[c]pyrimido[1',2':1,5]pyrazolo[4,3-f]azocin-12-yl)pyrimidin-2-yl)cyclopropyl)carbamate FC(OC1=CC=CC=2C(N([C@H]3C=4C([C@@H](C21)C3)=C3N(N4)C=CC(=N3)C=3C=NC(=NC3)C3(CC3)NC([O-])=O)C)=O)F